(1r,4r)-4-ethynylcyclohexane-1-carboxylic acid C(#C)C1CCC(CC1)C(=O)O